[Si](C)(C)(C(C)(C)C)CCOCCO 2-(tert-butyldimethylsilylethoxy)ethanol